(3z,6z)-3-(phenylmethylene)-6-((5-(tert-butyl)-1H-imidazol-4-yl)methylene-d)piperazine-2,5-dione C1(=CC=CC=C1)\C=C/1\C(N\C(\C(N1)=O)=C(\[2H])/C=1N=CNC1C(C)(C)C)=O